NC1=C(C(=C(C(=N1)SCC(=O)N)C#N)C1=CC=C(C=C1)OCC1CC1)C#N 2-({6-Amino-3,5-dicyano-4-[4-(cyclopropylmethoxy)phenyl]pyridin-2-yl}sulfanyl)acetamide